(4-chlorophenyl)[5-methoxy-2-(4,4,5,5-tetramethyl-1,3,2-dioxaborolan-2-yl)phenyl]Methanone ClC1=CC=C(C=C1)C(=O)C1=C(C=CC(=C1)OC)B1OC(C(O1)(C)C)(C)C